3,4-dihydroxybenzeneacetate OC=1C=C(C=CC1O)CC(=O)[O-]